BrC=1C(=CC(=C(C1)C(C)=O)Cl)OC 1-(5-bromo-2-chloro-4-methoxyphenyl)ethan-1-one